NC1=C2C=NC(=NC2=CC(=C1F)C=1C=C(C#N)C=CC1C)NC1=CC=C(C=C1)CS(=O)(=O)C 3-[5-amino-6-fluoro-2-({4-[(methylsulfonyl)methyl]phenyl}amino)quinazolin-7-yl]-4-methylbenzonitrile